ClC1=CC=C(C=C1)C1=C(C2=CC=CC=C2C=2C=CC=CC12)[SiH](C1=CC=CC=C1)C1=CC=CC=C1 [10-(4-chlorophenyl)phenanthren-9-yl]Diphenylsilane